(S)-1-(3-chlorophenyl)ethanol ClC=1C=C(C=CC1)[C@H](C)O